OCCCCC[C@@H](C)[C@H]1CC[C@@]2([C@@]1(CC=C1[C@]3(CC[C@@H](C([C@@H]3CC=C21)(C)C)O)C)C)C (1R,3aR,5aR,7S,9aS,11aR)-1-[(2R)-7-Hydroxyhept-2-yl]-3a,6,6,9a,11a-pentamethyl-2,3,3a,5,5a,6,7,8,9,9a,11,11a-Dodecahydro-1H-cyclopenta[1,2-a]phenanthrene-7-ol